OC(CCCCC)O 1,1-dihydroxyhexane